C(C)ON1C(N(C2=C1C=C(C=C2)C(F)(F)F)C)C2=C(C=CC(=N2)C(=O)N)C(=O)OC N'-ethoxy-5-methoxycarbonyl-6-[1-methyl-5-(trifluoromethyl)benzimidazol-2-yl]pyridine-2-carboxamide